FC=1C(=NC=CC1)O[C@H]1C[C@H](N(CC1)C(CN1N=C(C2=C1C[C@@H]1[C@H]2C1)C(=O)OCC)=O)C (3bR,4aR)-ethyl 1-(2-((2R,4R)-4-((3-fluoropyridin-2-yl)oxy)-2-methylpiperidin-1-yl)-2-oxoethyl)-3b,4,4a,5-tetrahydro-1H-cyclopropa[3,4]cyclopenta[1,2-c]pyrazole-3-carboxylate